dimethyl-2,3-butanediol tert-butyl-7-acryloyl-2-(2-chloro-4-cyclobutylphenyl)-2,3,4,5a,6,7,8,9-octahydro-5H-1,2,5,7-tetraazabenzo[cd]azulene-5-carboxylate C(C)(C)(C)C1CN(C2C3=C1N(N=C3CCN(C2)C(C=C)=O)C2=C(C=C(C=C2)C2CCC2)Cl)C(=O)OC(C)(C(C)(O)C)C